ClC=1C=C(C=CC1F)NC(N(CCCO)C1COCC=2NC(C=3C=C(C=CC3C21)F)=O)=O 3-(3-Chloro-4-fluorophenyl)-1-(8-fluoro-6-oxo-1,4,5,6-tetrahydro-2H-pyrano[3,4-c]isoquinolin-1-yl)-1-(3-hydroxypropyl)urea